C(C)OC(C(C1=C(C=C(C=C1)C#N)F)OC1=C(C=CC=C1)Br)=O.BrC=1C=C(C=CC1NC1CCC(CC1)C)C(C)S(=O)(=O)N (3-bromo-4-(((1r,4r)-4-methylcyclohexyl)amino)phenyl)ethanesulfonamide ethyl-2-(2-bromophenoxy)-2-(4-cyano-2-fluorophenyl)acetate